C(CCCCCCCCCCCCCCCCC)(=O)NCCC[N+](C)(C)C stearamidopropyl-trimethyl-ammonium